4-methyl-5-((1-methyl-6-((1-methyl-1H-pyrazol-4-yl)amino)1H-pyrazolo[3,4-d]pyrimidin-3-yl)amino)-N-(2-(tetrahydro-1H-furo[3,4-c]pyrrol-5(3H)-yl)ethyl)thiophene-2-carboxamide CC=1C=C(SC1NC1=NN(C2=NC(=NC=C21)NC=2C=NN(C2)C)C)C(=O)NCCN2CC1C(C2)COC1